C(SC(C)(C)C#N)(SCC)=S 2-cyano-2-propyl ethyl trithiocarbonate